C(C)(C)(C)C1N(CCN(C1)C=1C=C2CN(C(C2=CC1)=O)C1C(NC(CC1)=O)=O)C(=O)O Tert-butyl-4-[2-(2,6-dioxopiperidin-3-yl)-1-oxo-isoindol-5-yl]piperazine-1-carboxylic acid